3-(4-bromophenyl)-N-[4-(1,2,3,4-tetrahydroquinoline-1-sulfonyl)phenyl]acrylamide BrC1=CC=C(C=C1)C=CC(=O)NC1=CC=C(C=C1)S(=O)(=O)N1CCCC2=CC=CC=C12